CN1C=C(C[C@@H](N)C(=O)OCC)C2=CC=CC=C12 ethyl 1-methyl-D-tryptophanate